N[C@H]1CN(CC1)C1=NC=NC=C1OC1=C(C(=O)N(C(C)C)CC)C=C(C=C1)F (R)-2-((4-(3-aminopyrrolidin-1-yl)pyrimidin-5-yl)oxy)-N-Ethyl-5-fluoro-N-isopropylbenzamide